1,4-bis-(2-thianaphthyl)-2-butyl methacrylate C(C(=C)C)(=O)OC(CC1SC=CC2=CC=CC=C12)CCC1SC=CC2=CC=CC=C12